FC(OC1=CC=C(C=C1)C1=NN2C(=NC=3C=CC=CC3C2=N1)N[C@H]1C(NCCC1)=O)(F)F (3R)-3-({2-[4-(trifluoromethoxy)phenyl][1,2,4]triazolo[1,5-c]quinazolin-5-yl}amino)piperidin-2-one